C1(CC1)NC(C([C@H](C[C@H]1C(NCC1)=O)NC(=O)[C@@H]1[C@H]2C([C@H]2CN1C(=O)C1(CC1)C1=CC=CC=C1)(C)C)=O)=O (1R,2S,5S)-N-((S)-4-(cyclopropylamino)-3,4-dioxo-1-((S)-2-oxopyrrolidin-3-yl)butan-2-yl)-6,6-dimethyl-3-(1-phenylcyclopropanecarbonyl)-3-azabicyclo[3.1.0]hexane-2-carboxamide